C(C)(=O)C1=C(C=C(C=C1)Cl)NC(C(=O)O)=O 2-((2-acetyl-5-chlorophenyl)amino)-2-oxoacetic acid